cis-2-(3-(8-(dimethylamino)-2-oxo-8-phenyl-1,3-diazaspiro[4.5]decan-3-yl)pyridin-4-yl)acetamide CN(C1(CCC2(CN(C(N2)=O)C=2C=NC=CC2CC(=O)N)CC1)C1=CC=CC=C1)C